4-(4-(2,2-difluoroethyl)-1-((5-methoxy-7-methyl-1H-indol-4-yl)methyl)piperazin-2-yl)-2-((1-methyl-1H-pyrazol-4-yl)amino)benzoic acid FC(CN1CC(N(CC1)CC1=C2C=CNC2=C(C=C1OC)C)C1=CC(=C(C(=O)O)C=C1)NC=1C=NN(C1)C)F